(3S,4S)-4-amino-3-methyl-2-oxa-8-azaspiro[4.5]decanediamine N[C@@H]1[C@@H](OC(C12CCNCC2)(N)N)C